ClC1=C(C(=NC=C1C(=O)Cl)Cl)F 4,6-dichloro-5-fluoronicotinoyl chloride